3-([1,2,4]triazolo[1,5-a]pyridin-6-yl)-5-(1-methyl-1H-pyrazol-4-yl)thieno[3,2-b]pyridine N=1C=NN2C1C=CC(=C2)C2=CSC=1C2=NC(=CC1)C=1C=NN(C1)C